ClC=1C(=NC(=NC1)NC1CCOCC1)C1=CC=C2CN(C(C2=C1)=O)[C@@H](C(=O)N1CCN(CCC1)C)C 6-{5-chloro-2-[(oxan-4-yl)amino]pyrimidin-4-yl}-2-[(2R)-1-(4-methyl-1,4-diazepan-1-yl)-1-oxopropan-2-yl]-2,3-dihydro-1H-isoindol-1-one